ClC1=NN(C=C1NCC)C=1C=NC=CC1 3-chloro-N-ethyl-1-(pyridin-3-yl)-1H-pyrazol-4-amine